ClC=1C=C2C(CC(OC2=CC1)C(=O)NC12C[C@@H](C(CC1)(CC2)NC(OC(C)(C)C)=O)O)=O tert-butyl ((2S)-4-(6-chloro-4-oxochroman-2-carboxamido)-2-hydroxybicyclo[2.2.2]octan-1-yl)carbamate